CN(CCCN=C(O)C=1C=CC=2C3=CC=C(C=4C(=CC=C(C5=CC=C(C1C52)C(O)=NCCCN(C)C)C43)C(=O)O)C(=O)O)C N,N'-bis[3-(dimethylamino)propyl]perylene-3,4,9,10-tetracarboxylic acid diimide